C1=CC=CC=2C3=CC=CC=C3C(C12)COC(=O)NCC1=CC(=CO1)C(=O)O 5-[({[(9H-fluoren-9-yl)methoxy]carbonyl}amino)methyl]furan-3-carboxylic acid